6-methoxy-1,2-dimethyl-3-(1-(3,4,5-trimethoxyphenyl)vinyl)-1H-indole-7-carboxylic acid ethyl ester C(C)OC(=O)C=1C(=CC=C2C(=C(N(C12)C)C)C(=C)C1=CC(=C(C(=C1)OC)OC)OC)OC